oleyl-cetyl-dimethyl-hydroxyethyl-ammonium chloride [Cl-].C(CCCCCCC\C=C/CCCCCCCC)C(C[N+](C)(C)CCCCCCCCCCCCCCCC)O